N-(1-(azetidin-1-ylmethyl)cyclopropyl)-2-(4-fluorophenyl)propanamide N1(CCC1)CC1(CC1)NC(C(C)C1=CC=C(C=C1)F)=O